C(C)N(C(C1=C(C=CC(=C1)F)OC1=C(N=CN=N1)N1CC2(CN(C2)[C@@H](C(C)C)CCCN(C)CCOC)CC1)=O)C(C)C (R)-N-ethyl-5-fluoro-N-isopropyl-2-((5-(2-(6-((2-methoxyethyl)(methyl)-amino)-2-methylhexan-3-yl)-2,6-diazaspiro[3.4]octan-6-yl)-1,2,4-triazin-6-yl)oxy)-benzamide